3-hydroxy-3-methyl-1-(7-(perfluoropropan-2-yl)-9b-(phenylsulfonyl)-1,2,3a,4,5,9b-hexahydro-3H-pyrrolo[3,2-f]quinolin-3-yl)butan-1-one trifluoroacetate FC(C(=O)O)(F)F.OC(CC(=O)N1CCC2(C=3C=CC(=NC3CCC21)C(C(F)(F)F)(C(F)(F)F)F)S(=O)(=O)C2=CC=CC=C2)(C)C